(2-(2-Isobutyl-4-methylphenoxy)ethyl)-4-methylpiperazine C(C(C)C)C1=C(OCCN2CCN(CC2)C)C=CC(=C1)C